OCC(C1=CC=CC=C1)(C1=CC=CC=C1)C1=NC(=NC2=CC=C(C=C12)C=1C2=C(C(N(C1)C)=O)OC=C2)N2CCC(CC2)OC2CCNCC2 4-(4-(2-hydroxy-1,1-diphenylethyl)-2-(4-(piperidin-4-yloxy)piperidin-1-yl)quinazolin-6-yl)-6-methylfuro[2,3-c]pyridin-7(6H)-one